C(O[Si](C)(C)C)CO[Si](C)(C)C Ethylenedioxybis(trimethylsilane)